C(C1=CC=CC=C1)N1C2=C(SCC1=O)C=CC(=C2)C(=O)NC2=CNC1=CC=CC=C21 4-benzyl-N-(1H-indol-3-yl)-3-oxo-3,4-dihydro-2H-benzo[b][1,4]thiazine-6-carboxamide